N-(4-acetylphenyl)-2-(10-cyano-2-fluoro-5,9-dimethyl-6-oxo-5H-pyrido[2,3-d][1]benzazepin-7-yl)acetamide C(C)(=O)C1=CC=C(C=C1)NC(CN1C(C(C2=C(C3=C1C=C(C(=C3)C#N)C)C=C(C=N2)F)C)=O)=O